1-(3-(2,4-dioxotetrahydropyrimidin-1(2H)-yl)-4-(trifluoromethyl)benzoyl)piperidine O=C1N(CCC(N1)=O)C=1C=C(C(=O)N2CCCCC2)C=CC1C(F)(F)F